[C@@H]1(C=CCC1)NC1=NC(=NC2=CC(=C(C=C12)OC)OCCCN1CCCC1)N1CCC(CC1)(F)F (R)-N-(cyclopent-2-en-1-yl)-2-(4,4-difluoropiperidin-1-yl)-6-methoxy-7-(3-(pyrrolidin-1-yl)propoxy)quinazolin-4-amine